Tert-butyl octane-1-carboxylate C(CCCCCCC)C(=O)OC(C)(C)C